ClC=1C(N(C(=CC1OC([2H])([2H])C1=C(C=C(C=C1)F)F)C)C1=CC(=NC=C1C)N1N=C(C=C1)S(=O)(=O)C)=O (S)-3-chloro-4-((2,4-difluorophenyl)methoxy-d2)-5',6-dimethyl-2'-(3-(methylsulfonyl)-1H-pyrazol-1-yl)-2H-[1,4'-bipyridine]-2-one